11-fluoro-6,14-dimethyl-6,7,13,14-tetrahydro-1,15-ethenopyrazolo[4,3-f][1,4,8,10]benzoxatriazacyclotridecin-4(5H)-one FC=1C=CC2=C(CN(C3=NC4=C(C(NC(CO2)C)=O)C=NN4C=C3)C)C1